FC1(CC12CN(C(C2)C(=O)N)C(CNC(C2=CC=C(C=C2)OC2=CC=CC=C2)=O)=O)F 1,1-difluoro-5-((4-phenoxybenzoyl)glycyl)-5-azaspiro[2.4]heptane-6-carboxamide